C(C)P([O-])([O-])=O.C(C)P([O-])([O-])=O.C(C)P([O-])([O-])=O.[Al+3].[Al+3] aluminum tris-(ethylphosphonate)